2-bromo-1-(3-methoxyphenyl)ethan-1-one BrCC(=O)C1=CC(=CC=C1)OC